O(P(OCC)(=O)OP(=O)([O-])OP(=O)([O-])[O-])CC diethyl triphosphate